1-Benzyl 2-methyl (2S,3S)-3-methylaziridine-1,2-dicarboxylate C[C@H]1[C@H](N1C(=O)OCC1=CC=CC=C1)C(=O)OC